C1(=CC(=CC=C1)C1=NC(=NC=C1Cl)NC=1C=C(C=NC1)N1C(C2(CC1)CCN(CC2)C(CCCCCCCCCBr)=O)=O)C2=CC=CC=C2 2-(5-((4-([1,1'-biphenyl]-3-yl)-5-chloropyrimidin-2-yl)amino)pyridin-3-yl)-8-(10-bromodecanoyl)-2,8-diazaspiro[4.5]decan-1-one